dibutyl-pimelic acid C(CCC)C(CCC(=O)O)(CCC(=O)O)CCCC